2-fluoro-1-[3-[4-(hydroxymethyl)-3-methyl-7-[4-(trifluoromethoxy)phenyl]benzimidazol-5-yl]azetidin-1-yl]prop-2-en-1-one FC(C(=O)N1CC(C1)C1=C(C2=C(N=CN2C)C(=C1)C1=CC=C(C=C1)OC(F)(F)F)CO)=C